2-benzyl-3,4-dihydronaphthalen-1(2H)-one C(C1=CC=CC=C1)C1C(C2=CC=CC=C2CC1)=O